(R)-7-(3-(2-(2-methyl-5-tosyl-5H-pyrrolo[2,3-b]pyrazin-7-yl)thiazol-4-yl)phenyl)-6,7-dihydro-5H-pyrrolo[1,2-a]imidazol-7-ol CC=1N=C2C(=NC1)N(C=C2C=2SC=C(N2)C=2C=C(C=CC2)[C@@]2(CCN1C2=NC=C1)O)S(=O)(=O)C1=CC=C(C)C=C1